1-{2-(3-hydroxy-4-toluoyl)-2,8-diaza-8-spiro[4.5]decyl}-4-(1-pyrrolidinyl)-2-buten-1-one OC=1C=C(C=CC1C(=O)N1CC2(CC1)CCN(CC2)C(C=CCN2CCCC2)=O)C